3-{[2-(3-fluorophenyl)-7-(propan-2-yl)[1,2,4]triazolo[1,5-c]quinazolin-5-yl]amino}azepan-2-one FC=1C=C(C=CC1)C1=NN2C(=NC=3C(=CC=CC3C2=N1)C(C)C)NC1C(NCCCC1)=O